C(C1=CC=CC=C1)OC=1C(C=CN2N[C@H]3N(C(C21)=O)CCOC3)=O (12aR)-7-(benzyloxy)-3,4,12,12a-tetrahydro-1H-[1,4]oxazino[3,4-c]pyrido[2,1-f][1,2,4]triazine-6,8-dione